CN1C(N(CCC1)C(=O)Cl)=O 3-methyl-2-oxotetrahydropyrimidine-1(2H)-carbonyl chloride